disodium 2,6-diisopropylphenyl methyl phosphate P(=O)(OC1=C(C=CC=C1C(C)C)C(C)C)(OC)[O-].[Na+].[Na+].C(C)(C)C1=C(C(=CC=C1)C(C)C)OP(=O)(OC)[O-]